FC1(CN(C1)C1=CC=2OC[C@H]3N(C2N=C1)CCNC3)F (S)-3-(3,3-difluoroazetidin-1-yl)-6a,7,9,10-tetrahydropyrazino[1,2-d]pyrido[3,2-b][1,4]oxazin